2-cyano-4-methoxybenzene-1-sulfonyl chloride C(#N)C1=C(C=CC(=C1)OC)S(=O)(=O)Cl